C(C)C1=C(C=CC=2NC(=NC21)C)I ethyl-5-iodo-2-methyl-1,3-benzodiazole